C(C1=CC=CC=C1)OCC1=NN(C(N1CC)=O)N1C(C2=CC=CC=C2C(=C1)C1CC1)=O (3-((benzyloxy)methyl)-4-ethyl-5-oxo-4,5-dihydro-1H-1,2,4-triazol-1-yl)-4-cyclopropylisoquinolin-1(2H)-one